(E)-l-1,11'-((4-(hex-1-en-1-yl)-1,2-phenylene)bis(oxy))bis(undecan-1-ol) C(=C\CCCC)/C1=CC(=C(C=C1)OCCCCCCCCCCCO)OC(CCCCCCCCCC)O